C1(CCCC1)C=1C(=C(C(C(=O)N)=CC1)C(=O)N)C1CCCC1 dicyclopentyl-phthalic diamide